N[C@H](C(=O)NC1=CC=C(C(=O)OC)C=C1)CCCCNC(C1=CC=C(C=C1)C)(C1=CC=CC=C1)C1=CC=CC=C1 Methyl (S)-4-(2-amino-6-((diphenyl(p-tolyl)methyl)amino)hexanamido)benzoate